4-(5-((3,4-difluorobenzyl)carbamoyl)thiophen-2-yl)-6-(4-fluorophenethyl)-5-(N-hydroxycarbamimidoyl)-2-isobutylnicotinamide FC=1C=C(CNC(=O)C2=CC=C(S2)C2=C(C(=NC(=C2C(=O)N)CC(C)C)CCC2=CC=C(C=C2)F)C(NO)=N)C=CC1F